(triethylsilyl)oxacyclododec-9-en-2-one C(C)[Si](CC)(CC)C1C(OCCC=CCCCCC1)=O